FC=1C=C(C(=C(C1)C1=C(C(=CC(=C1)C(C)(CC(C)(C)C)C)I)OCOC)OCCCOC1=C(C=C(C=C1C)F)C1=C(C(=CC(=C1)C(C)(CC(C)(C)C)C)I)OCOC)C 1,3-bis((5-fluoro-3'-iodo-2'-(methoxymethoxy)-3-methyl-5'-(2,4,4-trimethylpentan-2-yl)-[1,1'-biphenyl]-2-yl)oxy)propane